15-oxoicosa-8,11,13-trienoic acid O=C(C=CC=CCC=CCCCCCCC(=O)O)CCCCC